ClC1=C(N=C(N1)C(C)C1CCC(CC1)C1=CC=NC2=CC=C(C=C12)F)N1CCOCC1 4-(5-chloro-2-(1-((1S,4S)-4-(6-fluoroquinolin-4-yl)cyclohexyl)ethyl)-1H-imidazol-4-yl)morpholine